4-(2-Amino-5-(1H-indazol-7-yl)-4-oxo-4,7-dihydro-3H-pyrrolo[2,3-d]pyrimidin-6-yl)-N,N-dimethylbenzenesulfonamide NC=1NC(C2=C(N1)NC(=C2C=2C=CC=C1C=NNC21)C2=CC=C(C=C2)S(=O)(=O)N(C)C)=O